(S)-2-(2-amino-3-(3,5-difluorophenyl)propyl)isoindoline-1,3-dione N[C@H](CN1C(C2=CC=CC=C2C1=O)=O)CC1=CC(=CC(=C1)F)F